(E)-2-[p-(methoxy)styryl]quinoline COC1=CC=C(/C=C/C2=NC3=CC=CC=C3C=C2)C=C1